BrC1=CC=C2C(C=CC3(C2=C1)C(N(C(C1=CC=CC=C13)=O)C)=O)=O 7'-Bromo-2-methyl-1H,4'H-spiro[isoquinoline-4,1'-naphthalene]-1,3,4'(2H)-trione